[1,1'-biphenyl]-4-sulfonyl chloride C1(=CC=C(C=C1)S(=O)(=O)Cl)C1=CC=CC=C1